C(C)(C)(C)C1=C(C(=O)NC2=CC(=CC=C2)C=2N=C(C=3N(C2)C=CN3)NC3=CC=CC=C3)C=CC=C1 (tert-butyl)-N-(3-(8-(phenylamino)imidazo[1,2-a]pyrazin-6-yl)phenyl)benzamide